D-Beta-HydroxyButyric Acid format C(=O)O.OC(CC(=O)O)C